ClCCN1CCC(CC1)COC1=CC(=C2C(NC(=NC2=C1)COC1CCOCC1)=O)F 7-((1-(2-chloroethyl)piperidin-4-yl)methoxy)-5-fluoro-2-(((tetrahydro-2H-pyran-4-yl)oxy)methyl)quinazolin-4(3H)-one